methyl-{3-[4-methoxycarbonyl-4-(N-phenylpropaneamido)piperidino]propanoate} COC(CCN1CCC(CC1)(N(C(CC)=O)C1=CC=CC=C1)C(=O)OC)=O